1,1'-(pentane-1,5-diyl)bis{4-[(E)-4-(diethylamino)styryl]-3-methylpyridin-1-ium} dibromide [Br-].[Br-].C(CCCC[N+]1=CC(=C(C=C1)\C=C\C1=CC=C(C=C1)N(CC)CC)C)[N+]1=CC(=C(C=C1)\C=C\C1=CC=C(C=C1)N(CC)CC)C